C(C1=CC=CC=C1)OC(=O)N1[C@H](CN(CC1)C=1C2=C(N=C(N1)OC[C@H]1N(CCC1)C)CNC1(C2)CC1)CC#N (S)-2-(cyanomethyl)-4-(2'-(((S)-1-methylpyrrolidin-2-yl)methoxy)-7',8'-dihydro-5'H-spiro[cyclopropane-1,6'-pyrido[3,4-d]pyrimidine]-4'-yl)piperazine-1-carboxylic acid benzyl ester